β-hydroxycholesterol C[C@H](CCCC(C)C)[C@H]1CC[C@@H]2[C@@]1(CC[C@H]3[C@H]2CC=C4[C@@]3(CC([C@H](C4)O)O)C)C